β-(3,4-Epoxycyclohexyl)ethyldimethylmethoxysilane C1(CC2C(CC1)O2)CC[Si](OC)(C)C